N1=C(N=CC=C1)C=1C=CC=C(C1)C1=CC(=CC(=C1)C1=CC=CC(=C1)C1=NC=CC=N1)C1=CC=CC(=C1)C1=NC=CC=N1 1,3,5-tris(5-pyrimidylphenyl)benzene